COC(=O)C=1N(C2=C(CNCC2)N1)CC1=C(C=CC=C1)C(F)(F)F 1-(2-(Trifluoromethyl)benzyl)-4,5,6,7-tetrahydro-1H-imidazo[4,5-c]pyridine-2-carboxylic acid methyl ester